7-pent-4-enyloxepan-2-one C(CCC=C)C1CCCCC(O1)=O